FC(CN1N=CC(=C1)NC1=C2C(=NC=C1C(=O)N[C@H](C)CCO)SC(=C2)C2=CN=CS2)F (R)-4-((1-(2,2-difluoroethyl)-1H-pyrazol-4-yl)amino)-N-(4-hydroxybut-2-yl)-2-(thiazol-5-yl)thieno[2,3-b]pyridine-5-carboxamide